OCC1(CCCCC1)CCCCC hydroxymethylpentylcyclohexane